ClC1=C(C(=O)O)C=C(C=C1)OC1=NC2=C(N1)C=C(C(=C2)C2=CC=C(C=C2)C2=CC=C(C=C2)CNC[C@@H]([C@H]([C@@H]([C@@H](CO)O)O)O)O)Cl 2-chloro-5-((6-chloro-5-(4'-((((2S,3R,4R,5R)-2,3,4,5,6-pentahydroxyhexyl)amino)methyl)-[1,1'-biphenyl]-4-yl)-1H-benzo[d]imidazol-2-yl)oxy)benzoic acid